C(C)(C)(C)[Si](OCC=1C(=C(C(=NC1C)C)/C=C/C(CC(CC(=O)[O-])O)O)C1=CC=C(C=C1)F)(C)C (E)-7-[5-tert.-butyldimethylsilyloxymethyl-2,6-dimethyl-4-(4-fluorophenyl)pyrid-3-yl]-3,5-dihydroxy-hept-6-enoate